N1(CC1)C(=O)C1=CC=C(C=C1)B(O)O 4-(AZIRIDINE-1-CARBONYL)PHENYLBORONIC ACID